NC1=C(C(NC2=C(C=CC=C12)C=1C=NC=C(C1)CO)=O)C(=O)NCCC 4-Amino-8-[5-(hydroxymethyl)-3-pyridyl]-2-oxo-N-propyl-1H-quinoline-3-carboxamide